ClC=1N=C(C2=C(N1)C=CN2)C2=CC=NC=C2 2-chloro-4-(pyridin-4-yl)-5H-pyrrolo[3,2-d]pyrimidine